N-(3-methoxyphenyl)-N-methyl-1-(5-nitropyridin-2-yl)-1H-indol-5-amine COC=1C=C(C=CC1)N(C=1C=C2C=CN(C2=CC1)C1=NC=C(C=C1)[N+](=O)[O-])C